monofluoro-s-triazine FC1=NC=NC=N1